N-{[6-({[2-(tert-butoxy)ethyl]amino}methyl)imidazo[1,2-a]pyridin-2-yl]methyl}-4-oxo-4H-pyrido[1,2-a]pyrimidine-2-carboxamide C(C)(C)(C)OCCNCC=1C=CC=2N(C1)C=C(N2)CNC(=O)C=2N=C1N(C(C2)=O)C=CC=C1